N-ethyl-N-((3-oxoquinuclidin-2-yl)methyl)methane-sulfonamide C(C)N(S(=O)(=O)C)CC1N2CCC(C1=O)CC2